FC1=CC=C(C=C1)N1C(=C(C2=C1C=C1C=NN(C1=C2)C(C(C)(C)C)=O)I)C(COC)(C)C 1-[5-(4-fluorophenyl)-7-iodo-6-(2-methoxy-1,1-dimethyl-ethyl)pyrrolo[2,3-f]indazol-1-yl]-2,2-dimethyl-propan-1-one